BrC=1C=C2C(=NC1)CN(C2=O)C(C(=O)NC=2SC=CN2)C2=CC(=CC=C2)F 2-(3-bromo-5-oxo-5,7-dihydro-6H-pyrrolo[3,4-b]pyridin-6-yl)-2-(3-fluorophenyl)-N-(thiazol-2-yl)acetamide